C1=CC=C(C=C1)C[C@@H](C(=O)O)NC(=O)[C@H](CCCN=C(N)N)N The molecule is a dipeptide formed from L-arginine and L-phenylalanine residues. It exhibits vasorelaxant activity. It has a role as a metabolite and a vasodilator agent.